CN(C(CN1N=CC2=NC=C(C=C21)C2=CC(=NC=C2)C(F)(F)F)=O)C N,N-Dimethyl-2-[6-[2-(trifluoromethyl)-4-pyridyl]pyrazolo[4,3-b]pyridin-1-yl]acetamide